(2-(benzylthio)-9H-purin-6-yl)carbamic acid tert-butyl ester C(C)(C)(C)OC(NC1=C2N=CNC2=NC(=N1)SCC1=CC=CC=C1)=O